4-(6-((1R,3S,5s,7s)-5-amino-2-azaadamantan-2-yl)pyridin-3-yl)-6-(2-hydroxy-2-methylpropoxy)pyrazolo[1,5-a]pyridine-3-carbonitrile hydrochloride Cl.NC12C[C@H]3N([C@H](CC(C1)C3)C2)C2=CC=C(C=N2)C=2C=3N(C=C(C2)OCC(C)(C)O)N=CC3C#N